2,4,5-TRIFLUOROBENZALDEHYDE FC1=C(C=O)C=C(C(=C1)F)F